1-(5-(2-Fluoro-5-((4-oxo-3,4-dihydrophthalazin-1-yl)methyl)phenyl)-1H-benzoimidazol-2-yl)-3-(2-(pyrrolidin-1-yl)ethyl)urea FC1=C(C=C(C=C1)CC1=NNC(C2=CC=CC=C12)=O)C1=CC2=C(NC(=N2)NC(=O)NCCN2CCCC2)C=C1